(S)-1-(6-(3-fluoro-4-methylphenyl)furo[2,3-d]pyrimidin-4-yl)-N-(4-(methylthio)benzyl)piperidine-3-carboxamide FC=1C=C(C=CC1C)C1=CC2=C(N=CN=C2N2C[C@H](CCC2)C(=O)NCC2=CC=C(C=C2)SC)O1